CS(=O)(=O)C1=CC=C(C=C1)NC=1N=CC=2C(N1)=NN(C2)C2=C(C#N)C=CC=C2 (6-((4-(methylsulfonyl)phenyl)amino)-2H-pyrazolo[3,4-d]pyrimidin-2-yl)benzonitrile